1-nitro-4-(pentafluorosulfanyl)benzene [N+](=O)([O-])C1=CC=C(C=C1)S(F)(F)(F)(F)F